C(C)(CC)O.[Al].[Mg] magnesium aluminum sec-butyl alcohol salt